2,3-dihydroxytetrahydrofuran OC1OCCC1O